(2R)-N-((R or S)-(3,4-difluorophenyl)(6-(2,2,2-trifluoro-ethoxy)pyridin-3-yl)methyl)-2-methyl-3-oxopiperazine-1-carboxamide FC=1C=C(C=CC1F)[C@@H](NC(=O)N1[C@@H](C(NCC1)=O)C)C=1C=NC(=CC1)OCC(F)(F)F |o1:8|